O1C2=C(NCC1)C=NC=C2N 3,4-dihydro-2H-pyrido[4,3-b][1,4]oxazin-8-amine